C(CC(=O)O)[C@@H](C(=O)O)N L(+)-Glutamic acid